CN(CCCNC(CC)=N)C N-(3-(dimethylamino)propyl)propionimidamide